C(C)(=O)O[C@]1(C2C(C3CC[C@H]([C@]3(CC1)C2)C)(C)C)C [(1S,2R,8R)-2,6,6,8-tetramethyl-8-tricyclo[5.3.1.01,5]undecanyl] acetate